3-[2-(4-ethoxyphenyl)ethoxy]-2-[(methylsulfonyl)oxy]propanoic acid methyl ester COC(C(COCCC1=CC=C(C=C1)OCC)OS(=O)(=O)C)=O